N-(2-((5-cyano-4-((2-isopropoxyphenyl)amino)pyrimidin-2-yl)amino)-5-(4-hydroxy-[1,4-bipiperidin]-1'-yl)phenyl)acrylamide C(#N)C=1C(=NC(=NC1)NC1=C(C=C(C=C1)N1CCC(CC1)N1CCC(CC1)O)NC(C=C)=O)NC1=C(C=CC=C1)OC(C)C